1-(3-(methyl-d3)quinoxalin-6-yl)ethan-1-ol C(C=1C=NC2=CC=C(C=C2N1)C(C)O)([2H])([2H])[2H]